OCC1CCN(CC1)C(=O)NCCCC(CCCC(CCCCC(CCCC(CCC)C)C)C)C 1-[4-hydroxymethylpiperidinamido](2E,4E,6E,8E,10E,12E,14E,16Z,18E)-4,8,13,17-tetramethyleicosane